Methyl (±)-alaninate N[C@@H](C)C(=O)OC |r|